C(C1=CC=CC=C1)OCCCC1=NOC(=C1)CC(=O)O 2-[3-[3-(benzyloxy)propyl]-1,2-oxazol-5-yl]acetic acid